(4-(2-((1-(cyclopropylmethyl)-6-(dimethylphosphoryl)-1H-benzo[d]imidazol-2-yl)amino)-2-oxoethyl)-2-fluorophenoxy)pyridine-3-carboxamide C1(CC1)CN1C(=NC2=C1C=C(C=C2)P(=O)(C)C)NC(CC2=CC(=C(OC1=NC=CC=C1C(=O)N)C=C2)F)=O